Methyl 4-(2H-1,3-benzodioxol-5-yl)-2,4-dioxobutanoate O1COC2=C1C=CC(=C2)C(CC(C(=O)OC)=O)=O